SCC(=O)[O-] α-mercaptoacetate